[C@@H]12NC[C@@H]([C@@H](C1)C(=O)O)C2 (1S,4R,5R)-2-azabicyclo[2.2.1]heptane-5-carboxylic acid